C(C)(C)(C)OC(=O)N1C(C2=CC=C(C=C2CC1)S(=O)(=O)C)C(=O)O 2-(tert-butoxycarbonyl)-6-(methylsulfonyl)-1,2,3,4-tetrahydroisoquinoline-1-carboxylic acid